ClC1=C(C2=C(N=C3N2[C@H]2C4=C(C(N[C@@H]3C2)=O)C=CC=C4OC(F)F)C=C1)F (7R,14R)-11-chloro-1-(difluoromethoxy)-12-fluoro-6,7-dihydro-7,14-methanobenzo[f]benzo[4,5]imidazo[1,2-a][1,4]diazocin-5(14H)-one